((2-(hexyloxy)-2-phenylvinyl)oxy)-3-methoxybenzaldehyde C(CCCCC)OC(=COC1=C(C=O)C=CC=C1OC)C1=CC=CC=C1